(1-(1-(cis-4-(tert-butyl)cyclohexyl) piperidin-4-yl)-5-fluoro-3-((methoxyimino) methyl)-1H-indol-2-yl)methyl sulfamate S(N)(OCC=1N(C2=CC=C(C=C2C1C=NOC)F)C1CCN(CC1)[C@@H]1CC[C@@H](CC1)C(C)(C)C)(=O)=O